C1(CC1)NC(=O)C1CCN(CC1)C(C1=CC=C(C=C1)NC(=O)NC12C[C@]3(C[C@](CC(C1)C3)(C2)C)C)=O N-cyclopropyl-1-(4-{3-[(1r,3R,5S,7r)-3,5-dimethyladamantane-1-yl]ureido}benzoyl)piperidine-4-carboxamide